ClC1=CC(=C(N=N1)OC)C1=CC=C(C=C1)N1CCN(CC1)CC(=O)OC(C)(C)C tert-butyl 2-(4-(4-(6-chloro-3-methoxypyridazin-4-yl)phenyl)piperazin-1-yl)acetate